C(C)(C)(C)OC(=O)N1[C@H]2C[C@H]2[C@H](C1)CO (1S,4R,5S)-4-(hydroxymethyl)-2-azabicyclo[3.1.0]hexane-2-carboxylic acid tert-butyl ester